4-(5-(3-fluoro-5-formyl-4-hydroxyphenyl)-1,2,4-thiadiazol-3-yl)benzenesulfonamide FC=1C=C(C=C(C1O)C=O)C1=NC(=NS1)C1=CC=C(C=C1)S(=O)(=O)N